3-chloro-N-(3-methyloxetan-3-yl)-4-[4-[3-(4-oxo-3H-quinazolin-2-yl)propanoyl]piperazin-1-yl]benzamide ClC=1C=C(C(=O)NC2(COC2)C)C=CC1N1CCN(CC1)C(CCC1=NC2=CC=CC=C2C(N1)=O)=O